NCC1(CC1)NC(C1=C(C=C(C=C1)NC=1C=2N(C=CN1)C(=CN2)C2=C(C(=C(C=C2)OC(F)F)F)F)CC)=O N-[1-(aminomethyl)cyclopropyl]-4-[[3-[4-(difluoromethoxy)-2,3-difluorophenyl]imidazo[1,2-a]pyrazin-8-yl]amino]-2-ethylbenzamide